3-methoxybutyl-glycerol acetate C(C)(=O)OC(C(O)CO)CCC(C)OC